Cl.NC1(CC1)C#N 1-amino-1-cyclopropanenitrile hydrochloride